1-(1H-indol-1-yl)pent-4-en-1-one N1(C=CC2=CC=CC=C12)C(CCC=C)=O